ClC=1C=C(OCC[C@H](C(=O)O)C)C=CC1C=1N(C2=NC=NC(=C2N1)OC1(CC1)C)CC1=CC(=CC=C1)Cl |r| Racemic-4-(3-chloro-4-(9-(3-chlorobenzyl)-6-(1-methylcyclopropoxy)-9H-purin-8-yl)phenoxy)-2-methylbutanoic acid